C(C)(C)(C)OC(=O)N(CCCOC1CCN(CC1)C(=O)OCC1=CC=CC=C1)C benzyl 4-[3-[tert-butoxycarbonyl(methyl)amino]propoxy]piperidine-1-carboxylate